tert-butyl 3-(4-bromopyrazol-1-yl)-8-azabicyclo[3.2.1]octane-8-carboxylate BrC=1C=NN(C1)C1CC2CCC(C1)N2C(=O)OC(C)(C)C